O1CCN(CC1)C=1C2=C(N=C(N1)N1N=CC(=C1)C1=CC(=CC=C1)C([2H])([2H])[2H])C=C(O2)C(=O)NC2CCOCC2 4-morpholino-N-tetrahydropyran-4-yl-2-[4-[3-(trideuteriomethyl)phenyl]pyrazol-1-yl]furo[3,2-d]pyrimidine-6-carboxamide